N-(5-(aminomethyl)pyridin-2-yl)-4-(((3R,4R)-1-(2-cyanoacetyl)-4-methylpiperidin-3-yl)(methyl)amino)-7H-pyrrolo[2,3-d]pyrimidine-7-carboxamide hydrochloride Cl.NCC=1C=CC(=NC1)NC(=O)N1C=CC2=C1N=CN=C2N(C)[C@H]2CN(CC[C@H]2C)C(CC#N)=O